N-(3-bromophenyl)pivaloamide BrC=1C=C(C=CC1)NC(C(C)(C)C)=O